NC=1C(=C(C=NC1)C=1C=C2C=C(N=CC2=CC1F)NC(OCC1CC1)=O)C Cyclopropylmethyl (6-(5-amino-4-methylpyridin-3-yl)-7-fluoroisoquinolin-3-yl)carbamate